methyl 4-bromo-6-chloro-7-fluoro-1-((2-(trimethylsilyl)ethoxy)methyl)-1H-indole-2-carboxylate BrC1=C2C=C(N(C2=C(C(=C1)Cl)F)COCC[Si](C)(C)C)C(=O)OC